ClC=1C(=CC2=C(N=C(N=C2N[C@H](C)C2=C(C(=CC=C2)C(F)F)F)C)N1)N1CCN(CC1)C (R)-7-chloro-N-(1-(3-(difluoromethyl)-2-fluorophenyl)ethyl)-2-methyl-6-(4-methylpiperazin-1-yl)pyrido[2,3-d]pyrimidin-4-amine